4-(2-bromophenyl)-5-[3-(3,3-dimethylbutoxy)phenyl]thiazol-2-amine BrC1=C(C=CC=C1)C=1N=C(SC1C1=CC(=CC=C1)OCCC(C)(C)C)N